[C@@H]12[C@@H](C[C@@H](CC1)C2)C(=O)O (1R,2R,4S)-bicyclo[2.2.1]heptane-2-carboxylic acid